FC(C(=O)[O-])(F)F.FC(C(=O)[O-])(F)F.C1(=CC=CC=C1)[I+2] phenyliodine(iii) bis(trifluoroacetate)